(2R)-2-[9H-fluoren-9-yl-methoxycarbonyl-(methyl)amino]butanoic acid C1=CC=CC=2C3=CC=CC=C3C(C12)COC(=O)N([C@@H](C(=O)O)CC)C